C(\C=C\C(=O)[O-])(=O)OC1CC(CCC1C(C)C)C monomenthyl fumarate